CC=1C=C(C=NC1)C1=NC(=CC=C1)C(=O)NC=1C(=NN(C1)CCN1CCN(CC1)C)C1=NC=CC=C1 5'-methyl-N-(1-(2-(4-methylpiperazin-1-yl)ethyl)-3-(pyridin-2-yl)-1H-pyrazol-4-yl)-[2,3'-bipyridine]-6-carboxamide